octadeca-9,12-dienoamide C(CCCCCCCC=CCC=CCCCCC)(=O)N